FC(C(=O)O)(F)F.C(C)S(=O)(=O)N ethanesulfonamide trifluoroacetate